O1CCN(CC1)C[SiH](C=1C=C(C=C)C=CC1)COC 3-(morpholinomethylmethoxymethylsilyl)styrene